3-(4-(((3,3-difluorocyclobutyl)methyl)((1r,4r)-4-(((1-(trifluoromethyl)cyclopropyl)methyl)amino)cyclohexyl)amino)-1-oxoisoindolin-2-yl)piperidine-2,6-dione FC1(CC(C1)CN(C1=C2CN(C(C2=CC=C1)=O)C1C(NC(CC1)=O)=O)C1CCC(CC1)NCC1(CC1)C(F)(F)F)F